N-ethyl-N-allyl-tryptamine C(C)N(CCC1=CNC2=CC=CC=C12)CC=C